5,6-dimethyl-3-(3-methylbenzyl)-N-(1-methylpiperidin-4-yl)pyrazin-2-amine CC=1N=C(C(=NC1C)NC1CCN(CC1)C)CC1=CC(=CC=C1)C